CC(CC(C)(C)C)(C)C1=C(C(=C(C(=C1C(=O)N)C(CC(C)(C)C)(C)C)C(=O)N)C(CC(C)(C)C)(C)C)C(=O)N tris(1,1,3,3-tetramethylbutyl)-1,3,5-benzene-tri-carboxamide